ethyl-2-{[(3-ethoxy-3-oxopropanoyl)(methyl)amino]methyl}-4,4-difluorobutanoate C(C)OC(C(CC(F)F)CN(C)C(CC(=O)OCC)=O)=O